(S)-2-amino-N'-hydroxy-N-(1-(8-((1-methyl-1H-pyrazol-4-yl)ethynyl)-1-oxo-2-phenyl-1,2-dihydroisoquinolin-3-yl)ethyl)pyrazolo[1,5-a]pyrimidine-3-carboxamidine NC1=NN2C(N=CC=C2)=C1C(=NO)N[C@@H](C)C=1N(C(C2=C(C=CC=C2C1)C#CC=1C=NN(C1)C)=O)C1=CC=CC=C1